CC=1C2=C(SC1)C(CC2)C[N+](=O)[O-] 3-methyl-6-(nitromethyl)-5,6-dihydro-4H-cyclopenta[b]thiophene